C(C)(C)(C)C=1C=C(C=C(C(=O)OC)C1)C(=O)OC Dimethyl 5-(tert-butyl)isophthalate